BrC1=C(C=2C(NC=3N(C2C=C1C(F)(F)F)N=CC3)=O)C#N 7-bromo-5-oxo-8-(trifluoromethyl)-4,5-dihydropyrazolo[1,5-a]quinazoline-6-carbonitrile